(3S,4S)-1-(1H-benzo[d]imidazol-5-yl)-3-cyclopropyl-4-(2-methyl-6-(6-methylpyridazin-3-yl)pyridin-3-yl)azetidin-2-one N1C=NC2=C1C=CC(=C2)N2C([C@H]([C@H]2C=2C(=NC(=CC2)C=2N=NC(=CC2)C)C)C2CC2)=O